(6-(2,5-dioxo-2,5-dihydro-1H-pyrrol-1-yl)hexanoyl)-L-valyl-L-alanine O=C1N(C(C=C1)=O)CCCCCC(=O)N[C@@H](C(C)C)C(=O)N[C@@H](C)C(=O)O